1-{4-[5-(3-chloro-4-isobutylphenyl)-[1,2,4]-oxadiazol-3-yl]benzyl}-4-methylpiperidine-4-carboxylic acid ClC=1C=C(C=CC1CC(C)C)C1=NC(=NO1)C1=CC=C(CN2CCC(CC2)(C(=O)O)C)C=C1